COC(C1=CC(=CC(=C1)CN1CCN(CC1)C(N)=N)C(=O)N1CCN(CC1)C(C1=CC=C(C=C1)C(N)=N)=O)=O methyl-3-(4-(4-carbamimidoylbenzoyl)piperazine-1-carbonyl)-5-((4-carbamimidoylpiperazin-1-yl)methyl)-benzoate